2-chloro-N-([4-[5-isopropoxy-3-(trifluoromethyl)pyrazol-1-yl]phenyl]methyl)-5-nitropyrimidin-4-amine ClC1=NC=C(C(=N1)NCC1=CC=C(C=C1)N1N=C(C=C1OC(C)C)C(F)(F)F)[N+](=O)[O-]